O=C1NC(CCC1N1C(C2=CC=CC(=C2C1)CCCCC=1C(=NC=CC1)C(=O)N)=O)=O (4-(2-(2,6-dioxopiperidin-3-yl)-1-oxoisoindolin-4-yl)butyl)picolinamide